C(OC[C@@H](COCCCCCCCCCCCCCC)OCCCCCCCCCCCCCC)(ON1C(CCC1=O)=O)=O (R)-2,3-bis(tetradecyloxy)propyl (2,5-dioxopyrrolidin-1-yl) carbonate